NC=1S[C@@H](C[C@@](N1)(C)C1=C(C=CC(=C1)\C=C(/F)\C1=NC=C(C=C1)Cl)F)C(=O)OC (4S,6S)-Methyl 2-amino-4-(5-((Z)-2-(5-chloropyridin-2-yl)-2-fluorovinyl)-2-fluorophenyl)-4-methyl-5,6-dihydro-4H-1,3-thiazine-6-carboxylate